1-ethyl-2-(triethylsilyl)-1H-indole C(C)N1C(=CC2=CC=CC=C12)[Si](CC)(CC)CC